C(C)(C)(C)OC(N(CC=1SC=CC1)C1=C2C(=NC(=C1)Cl)C(=C(S2)C2([C@H](CCCC2)NC(=O)OC(C)(C)C)O)Cl)=O (2-((2S)-2-((tert-Butoxycarbonyl)amino)-1-hydroxycyclohexyl)-3,5-dichlorothieno[3,2-b]pyridin-7-yl)(thiophen-2-ylmethyl)carbamic acid tert-butyl ester